CC(CO)(CCCC(O)C)O 2,6-dimethyl-1,2,6-hexanetriol